FC1=CC(=C(C=C1)C1=CC(=CC=C1)C1=NC2=C(N1)C(=CC(=C2)CN[C@@H]2C(N(CCC2)C)=O)C(F)(F)F)C2=NN=CN2C (S)-3-(((2-(4'-Fluoro-2'-(4-methyl-4H-1,2,4-triazol-3-yl)-[1,1'-biphenyl]-3-yl)-7-(trifluoromethyl)-1H-benzo[d]imidazol-5-yl)methyl)amino)-1-methylpiperidin-2-one